C(#C)C12N(CC(C1)C2)C(=O)OC(C)(C)C tert-butyl 1-ethynyl-2-azabicyclo[2.1.1]hexane-2-carboxylate